calcium ketoglutarate monohydrate O.O=C(C(=O)[O-])CCC(=O)[O-].[Ca+2]